(S)-6-(6-(1H-tetrazol-5-yl)pyridin-3-yl)-7-((5-cyclopropyl-7-methyl-1H-indol-4-yl)methyl)-2,2-difluoro-7-azaspiro[3.5]nonane N1N=NN=C1C1=CC=C(C=N1)[C@@H]1CC2(CC(C2)(F)F)CCN1CC1=C2C=CNC2=C(C=C1C1CC1)C